7-chloro-N-[5-(2-fluoroethoxy)-4-methoxy-pyrimidin-2-yl]-1-keto-2H-isoquinoline-4-sulfonamide ClC1=CC=C2C(=CNC(C2=C1)=O)S(=O)(=O)NC1=NC=C(C(=N1)OC)OCCF